CC1=CN(C2=CC=C(C=C12)C1=C(N=C2N1C=CC=N2)C2=NC(=CC=C2)C)C2OCCCC2 3-(3-methyl-1-(tetrahydro-2H-pyran-2-yl)-1H-indol-5-yl)-2-(6-methylpyridin-2-yl)imidazo[1,2-a]pyrimidine